7-((tetrahydro-2H-pyran-4-yl)methoxy)-4-(o-tolyl)-2H-chromen-2-one O1CCC(CC1)COC1=CC=C2C(=CC(OC2=C1)=O)C1=C(C=CC=C1)C